The molecule is a member of the class of quinazolines that is quinazoline which is substituted by a pyridin-3-yl group and a (1-benzylpiperidin-4-yl)nitrilo group at positions 2 and 4, respectively. It is a member of piperidines, a member of quinazolines, a member of pyridines, a secondary amino compound, a tertiary amino compound and an aromatic amine. C1CN(CCC1NC2=NC(=NC3=CC=CC=C32)C4=CN=CC=C4)CC5=CC=CC=C5